FC=1C=C(C=CC1)C#CC=1C=C2CC[C@H](C2=CC1)N1[C@H](CCCC1)C(=O)OC |&1:14| Racemic-methyl (2R)-1-(5-((3-fluorophenyl)ethynyl)-2,3-dihydro-1H-inden-1-yl)-piperidine-2-carboxylate